N1CCCC12CN(CC2)C2=CC=C(N=N2)C2=C(C=C(C=C2)N2N=CC=C2)O 2-[6-(1,7-diaza-spiro[4.4]non-7-yl)-pyridazin-3-yl]-5-pyrazol-1-yl-phenol